2-(8-chloro-1,3,4,5-tetrahydro-2H-pyrido[4,3-b]indol-2-yl)-1-morpholinoethan-1-one ClC1=CC=2C3=C(NC2C=C1)CCN(C3)CC(=O)N3CCOCC3